4-((2,4-dimethoxybenzyl)amino)-N-(6-methyl-1-((2,3,4,5-tetrafluorophenyl)amino)isoquinolin-5-yl)quinazoline-8-carboxamide COC1=C(CNC2=NC=NC3=C(C=CC=C23)C(=O)NC2=C3C=CN=C(C3=CC=C2C)NC2=C(C(=C(C(=C2)F)F)F)F)C=CC(=C1)OC